C(=O)(OCC1C2=CC=CC=C2C2=CC=CC=C12)N[C@@H](CCCCNC(C)=C1C(CC(CC1=O)(C)C)=O)C(=O)O Fmoc-N'-1-(4,4-dimethyl-2,6-dioxocyclohexylidene)ethyl-L-lysine